Methyl (R)-2-(1-hydroxy-1,3-dihydrobenzo[c][1,2]oxaborole-6-carboxamido)-5-phenylpentanoate OB1OCC2=C1C=C(C=C2)C(=O)N[C@@H](C(=O)OC)CCCC2=CC=CC=C2